1-isopropyl-6-(1-methylpyrrolidin-3-yl)-N-(1-(3,4,5-trimethoxyphenyl)-1H-imidazol-4-yl)-1H-pyrazolo[3,4-d]pyrimidin-4-amine C(C)(C)N1N=CC=2C1=NC(=NC2NC=2N=CN(C2)C2=CC(=C(C(=C2)OC)OC)OC)C2CN(CC2)C